CCCCCCCC/C=C\\CCCCCCCC(=O)O[C@@H](COC(=O)CCCCCCCCCCCCCC(C)C)COC(=O)CCCCCCC/C=C\\C/C=C\\CCCCC The molecule is a triacylglycerol 50:2 in which the acyl groups at positions 1, 2 and 3 are specified as linoleoyl, oleoyl and isoheptadecanoyl respectively. It is a metabolite of the nematode Caenorhabditis elegans. It has a role as a Caenorhabditis elegans metabolite. It is a triacyl-sn-glycerol, a triacylglycerol 53:3 and a linoleoyl containing 1,2,3-triacyl-sn-glycerol.